C(C1=CC=CC=C1)(=O)C=1C=C(C=C(C1)CC)CC(=O)O 3-benzoyl-5-ethylphenylacetic acid